(2R,5S)-2-Cyclopropyl-5-methyl-piperidine C1(CC1)[C@@H]1NC[C@H](CC1)C